COC=1N=C2C(=CC=NC2=CC1C)C1=CC=2C(NCCC2N1)=O 2-(6-methoxy-7-methyl-1,5-naphthyridin-4-yl)-1H,5H,6H,7H-pyrrolo[3,2-c]pyridin-4-one